1-(4-(4-(6-hydroxy-2-(4-hydroxyphenyl)benzo[b]thiophene-3-carbonyl)phenoxy)piperidin-1-yl)-2-methylprop-2-en-1-one OC=1C=CC2=C(SC(=C2C(=O)C2=CC=C(OC3CCN(CC3)C(C(=C)C)=O)C=C2)C2=CC=C(C=C2)O)C1